1-(1,3-benzothiazol-6-yl)ethanol S1C=NC2=C1C=C(C=C2)C(C)O